(R,E)-N-(4-((4-([1,2,4]triazolo[1,5-a]pyridin-7-yloxy)-2-methoxy-5-methylphenyl)amino)-7-methoxy-quinazolin-6-yl)-2-chloro-3-(1-methylpyrrolidin-2-yl)acrylamide N=1C=NN2C1C=C(C=C2)OC2=CC(=C(C=C2C)NC2=NC=NC1=CC(=C(C=C21)NC(/C(=C\[C@@H]2N(CCC2)C)/Cl)=O)OC)OC